ClC1=C(C(=O)N2C[C@@H]3CC[C@H](C2)N3C3=CC(=CC=2N3C=NC2)S(=O)(=O)N(C)CCCF)C=CC(=C1)F 5-[(1S,5R)-3-(2-chloro-4-fluoro-benzoyl)-3,8-diazabicyclo[3.2.1]octan-8-yl]-N-(3-fluoropropyl)-N-methyl-imidazo[1,5-a]pyridine-7-sulfonamide